2-amino-3-(anthracen-2-yl)propanoic acid NC(C(=O)O)CC1=CC2=CC3=CC=CC=C3C=C2C=C1